BrC1=C(C=C(C=C1OC)[C@H]1NCCC1)OC (2S)-2-(4-bromo-3,5-dimethoxyphenyl)pyrrolidine